glycyl-L-phenylalanyl-6-(2,5-dioxo-2,5-dihydro-1H-pyrrol-1-yl)-L-norleucine mono(trifluoroacetic acid) salt FC(C(=O)O)(F)F.NCC(=O)N[C@@H](CC1=CC=CC=C1)C(=O)N[C@@H](CCCCN1C(C=CC1=O)=O)C(=O)O